N[C@H]1[C@@H]2N(C[C@H]1CC2)C(=O)C2=CC1=C(N(C(=N1)C=1N(C3=CC(=CC=C3C1)C1=CC(N(C=C1)C)=O)CC1CC1)C)C(=C2)OC 4-(2-{5-[(1R,4R,7R)-7-amino-2-azabicyclo[2.2.1]heptane-2-carbonyl]-7-methoxy-1-methyl-1H-1,3-benzodiazol-2-yl}-1-(cyclopropylmethyl)-1H-indol-6-yl)-1-methyl-1,2-dihydropyridin-2-one